ClC=1C=CC(=C(C1)C1=CC(=C(N=N1)OC1COC1)NC1=CC(=NC=C1)NC(CCN1CCN(CC1)C)=O)F N-(4-{[6-(5-chloro-2-fluorophenyl)-3-(oxetan-3-yloxy)pyridazin-4-yl]amino}pyridin-2-yl)-3-(4-methylpiperazin-1-yl)propanamide